C1(=CC=C(C=C1)C1=NC(=NC(=N1)C1=C(C=C(C=C1)Br)F)C1=CC=CC=C1)C1=CC=CC=C1 2-([1,1'-biphenyl]-4-yl)-4-(4-bromo-2-fluorophenyl)-6-phenyl-1,3,5-triazine